Dimethyl-gallium isopropoxide CC([O-])C.C[Ga+]C